2-[2-({2-[5-(cyclopropylmethyl)-1H-imidazol-2-yl]ethyl}amino)ethyl]-N-[(3-fluoropyridin-2-yl)methyl]-[1,3]oxazolo[4,5-c]pyridin-4-amine C1(CC1)CC1=CN=C(N1)CCNCCC=1OC2=C(C(=NC=C2)NCC2=NC=CC=C2F)N1